(trifluoromethyl)adamantane FC(F)(F)C12CC3CC(CC(C1)C3)C2